1-(7-chloro-6-((4-(4-(dimethylphosphoryl)thiophen-2-yl)-5-(trifluoromethyl)pyrimidin-2-yl)amino)-3,4-dihydroisoquinolin-2(1H)-yl)-2,2,2-trifluoroethan-1-one ClC1=C(C=C2CCN(CC2=C1)C(C(F)(F)F)=O)NC1=NC=C(C(=N1)C=1SC=C(C1)P(=O)(C)C)C(F)(F)F